1-Ethyl 6-(N-(6-(8-(benzo[d]thiazol-2-ylcarbamoyl)-3,4-dihydroisoquinolin-2(1H)-yl)-3-(1-(cyclohexylmethyl)-5-methyl-1H-pyrazol-4-yl)picolinoyl)sulfamoyl)hexanoate S1C(=NC2=C1C=CC=C2)NC(=O)C=2C=CC=C1CCN(CC21)C2=CC=C(C(=N2)C(=O)NS(=O)(=O)CCCCCC(=O)OCC)C=2C=NN(C2C)CC2CCCCC2